C(C)(C)(C)OC(=O)NC1=C(C=CC=C1)N N-t-butoxycarbonyl-1,2-phenylenediamine